C(C#CCCC)(=O)OCC ethyl hexynoate